C(C(=C)C)(=O)CCC[Si](OC)(OC)OC 3-methacryloylpropyltrimethoxysilan